FC1=C2C=CC=NC2=C(C=C1)C=1C(=NC(=CC1)N)N (5-Fluoroquinolin-8-yl)pyridine-2,6-diamine